[N+](=O)([O-])C1=CC=C(C=N1)N1CC(OCC1)C(C)(C)N1CC(C1)O 1-(2-(4-(6-nitropyridin-3-yl)morpholin-2-yl)propan-2-yl)azetidin-3-ol